oxazinic acid potassium [K].O1NC(=CC=C1)C(=O)O